6-(5-amino-4-methylpyridin-3-yl)-7-fluoro-N3-((4S,7R)-7-methoxy-4-methyl-5,6,7,8-tetrahydro-4H-pyrazolo[1,5-a]azepin-2-yl)isoquinoline-3,8-diamine NC=1C(=C(C=NC1)C=1C=C2C=C(N=CC2=C(C1F)N)NC1=NN2C([C@H](CC[C@H](C2)OC)C)=C1)C